COC([C@]([C@@H](O)C1=CC=C(C=C1)F)(C)F)=O (2r,3s)-2-fluoro-3-(4-fluorophenyl)-3-hydroxy-2-methylpropanoic acid methyl ester